(3-{[2-(tert-butoxycarbonyl)-1,2,3,4-tetrahydroisoquinolin-5-yl]oxy}propyl)-3-{[4-(prop-2-en-1-yloxy)phenyl]amino}pyridinium C(C)(C)(C)OC(=O)N1CC2=CC=CC(=C2CC1)OCCC[N+]1=CC(=CC=C1)NC1=CC=C(C=C1)OCC=C